O=C1NC(C2=C(N1CC=1C=CC(=C(C(=O)O)C1)F)N=CC=C2)=O 5-((2,4-dioxo-3,4-dihydropyrido[2,3-d]pyrimidin-1(2H)yl)methyl)-2-fluorobenzoic acid